OCC=1C=C(C=CC1)B(O)O m-Hydroxymethylphenylboronic acid